(3-methylthiophen-2-yl)(phenyl)methanol CC1=C(SC=C1)C(O)C1=CC=CC=C1